(S)-5-(2-Methyl-1H-benzo[d]imidazole-1-yl)quinolone CC1=NC2=C(N1C1=C3C=CC(NC3=CC=C1)=O)C=CC=C2